2-[2-[[3-chloro-6-[3,6-dihydro-3-methyl-2,6-dioxo-4-(tri-fluoromethyl)-1-(2H)-pyrimidinyl]-5-fluoro-2-pyridinyl]oxy]phenoxy]acetic acid ethyl ester C(C)OC(COC1=C(C=CC=C1)OC1=NC(=C(C=C1Cl)F)N1C(N(C(=CC1=O)C(F)(F)F)C)=O)=O